5-[4-[2-(methylthio)benzoylamino]phenyl]-1H-naphtho[1,2-b][1,4]diazepine-2,4(3H,5h)-dione CSC1=C(C(=O)NC2=CC=C(C=C2)N2C3=C(NC(CC2=O)=O)C2=CC=CC=C2C=C3)C=CC=C1